ClC1=C(C(=O)NC=2[Se]C(=CN2)C(=O)NC2=C(C=CC=C2C)Cl)C=CC=C1 2-(2-chlorobenzoylamino)-N-(2-chloro-6-methylphenyl)-1,3-selenazole-5-carboxamide